1-(3-(difluoromethyl)-2-methylphenyl)ethan-1-one FC(C=1C(=C(C=CC1)C(C)=O)C)F